N-(3-(2-((2-fluoro-4-(4-methylpiperazin-1-yl)phenyl)amino)quinazolin-8-yl)phenyl)acrylamide FC1=C(C=CC(=C1)N1CCN(CC1)C)NC1=NC2=C(C=CC=C2C=N1)C=1C=C(C=CC1)NC(C=C)=O